2-(2-fluoro-5-[(2R)-2-methylmorpholin-4-yl]-3-(trifluoromethoxy)phenyl)-5-methyl-4-{[1-(propan-2-yl)-1H-pyrazol-4-yl]methyl}-2,4-dihydro-3H-1,2,4-triazol-3-one FC1=C(C=C(C=C1OC(F)(F)F)N1C[C@H](OCC1)C)N1N=C(N(C1=O)CC=1C=NN(C1)C(C)C)C